NC=1C(=NC(=C(N1)F)C1=CC=C(C=C1)N1CCN(CC1)C(C)C)C=1C=C2CCNC(C2=CC1F)=O 6-(3-amino-5-fluoro-6-(4-(4-isopropylpiperazin-1-yl)phenyl)pyrazin-2-yl)-7-fluoro-3,4-dihydroisoquinolin-1(2H)-one